COC1=C(SC=C1)C1=C(SC=C1)C=O 3-methoxy-[2,3'-bithiophene]-2'-formaldehyde